trifluoromethanesulfonic acid [4-(2,4-dichlorophenyl)-5-[4-[(3S)-1-(3-fluoropropyl) pyrrolidin-3-yl] oxyphenyl]-2,3-dihydro-1-benzothiepin-8-yl] ester ClC1=C(C=CC(=C1)Cl)C=1CCSC2=C(C1C1=CC=C(C=C1)O[C@@H]1CN(CC1)CCCF)C=CC(=C2)OS(=O)(=O)C(F)(F)F